carboxymethyl-tris(4-vinylphenyl)phosphine bromide [Br-].C(=O)(O)CP(C1=CC=C(C=C1)C=C)(C1=CC=C(C=C1)C=C)C1=CC=C(C=C1)C=C